(7aR,11aS)-7-methyl-N-(3-methyl-4-((1-methyl-1H-benzo[d]imidazol-5-yl)oxy)phenyl)-7a,8,9,10,11,11a-hexahydro-7H-pyrido[4,3-b]pyrimido[5',4':4,5]pyrido[2,3-e][1,4]oxazin-1-amine CN1[C@H]2[C@@H](OC3=C1N=CC=1C3=C(N=CN1)NC1=CC(=C(C=C1)OC1=CC3=C(N(C=N3)C)C=C1)C)CCNC2